C(CCCCC)P([O-])(=O)CCCCCC.[Al+3].C(CCCCC)P([O-])(=O)CCCCCC.C(CCCCC)P([O-])(=O)CCCCCC aluminium dihexylphosphinate